COC1=CC=C(C=C1)CS(=O)(=O)F (4-methoxyphenyl)methylsulfonyl fluoride